4-nitro-2-(6-azaspiro[2.5]octane-6-yl)benzamidine [N+](=O)([O-])C1=CC(=C(C(=N)N)C=C1)N1CCC2(CC2)CC1